C(C)C1=C(C=CC=C1)SC1=CC=C(C=C1)C(CCCCCCC)=NO 1-[4-(2-ethylphenylthio)phenyl]-octan-1-one-oxime